1,3-propylene glycol bis(mercaptoacetate) SCC(=O)OCCCOC(CS)=O